(1,4-diazabicyclo[3.2.2]nonan-4-yl)(3-iodo-6,7-dihydropyrano[4,3-c]pyrazol-1(4H)-yl)methanone N12CCN(C(CC1)CC2)C(=O)N2N=C(C1=C2CCOC1)I